ClC1=C(C(=NC(=C1)C)C)B(O)O 4-CHLORO-2,6-DIMETHYLPYRIDINE-3-BORONIC ACID